4-(3-Chloroanilino)-2'-[(2R)-2-methyl-3-{[(5R)-5-methyl-5,6,7,8-tetrahydroquinolin-4-yl]oxy}propyl]-2',3'-dihydrospiro[cyclohexane-1,1'-indene]-4,6'-dicarboxylic acid ClC=1C=C(NC2(CCC3(C(CC4=CC=C(C=C34)C(=O)O)C[C@H](COC3=CC=NC=4CCC[C@H](C34)C)C)CC2)C(=O)O)C=CC1